ClC=1C=C(C=CC1)COC1=CC=C(C(=O)N2CCN(CC2)C2=NC3=CC=CC=C3C(N2)=O)C=C1 2-[4-[4-[(3-Chlorophenyl)methoxy]benzoyl]piperazin-1-yl]-3H-quinazolin-4-one